C(=O)(O)C=1C=C(C=CC(=O)O)C=CC1 M-Carboxycinnamic acid